C(C1=CC=CC=C1)OCC(C(=O)NN)C1=CC(=CC=C1)C1CCCCC1 3-(benzyloxy)-2-(3-cyclohexylphenyl)propanehydrazide